tert-butyl 6-((4-(4-(trifluoromethyl) pyridin-2-yl) piperazin-1-yl) sulfonyl)-3,4-dihydroisoquinoline-2(1H)-carboxylate FC(C1=CC(=NC=C1)N1CCN(CC1)S(=O)(=O)C=1C=C2CCN(CC2=CC1)C(=O)OC(C)(C)C)(F)F